C(CCCCCCCCCCC)N(CCCCCCCCCCCC)CCCCCCCCCCCC tri(dodecyl)amine